N1C=CC2=CC=CC(=C12)C(C(=O)N)(COC)N1CCN(CC1)C (1H-indol-7-yl)-3-methoxy-2-(4-methylpiperazin-1-yl)propanamide